N-(trideuteromethyl)pyrimidine-5-carboxamide tert-butyl-6-(3,6-dihydro-2H-pyran-4-yl)indoline-1-carboxylate C(C)(C)(C)OC(=O)N1CCC2=CC=C(C=C12)C=1CCOCC1.[2H]C(NC(=O)C=1C=NC=NC1)([2H])[2H]